O1CCC2=C1C=C(C=C2)B2OC(C(O2)(C)C)(C)C 2-(2,3-dihydro-1-benzofuran-6-yl)-4,4,5,5-tetramethyl-1,3,2-dioxaborolane